C(C)NCCNCC N,N'-diethyl-1,2-ethanediamine